(E)-amino-4-phenylbutyrolactone NC1C(=O)OC(C1)C1=CC=CC=C1